ClC=1C2=CN(N=C2C(=C(C1)B1OC(C(O1)(C)C)(C)C)Cl)C(C(=O)OCC)C1=C2N(C=N1)C[C@@H](C2)F ethyl 2-[4,7-dichloro-6-(4,4,5,5-tetramethyl-1,3,2-dioxaborolan-2-yl)indazol-2-yl]-2-[(6R)-6-fluoro-6,7-dihydro-5H-pyrrolo[1,2-c]imidazol-1-yl]acetate